C(C)(=O)OCC1(COC1)C1=NC(=C2C(=N1)N(N=C2)C2=C(C=C(C=C2)F)F)O [3-[1-(2,4-difluorophenyl)-4-hydroxy-pyrazolo[3,4-d]pyrimidin-6-yl]oxetan-3-yl]methyl acetate